3-fluoro-4-(4,4,5,5-tetramethyl-1,3,2-dioxaborolan-2-yl)phenol FC=1C=C(C=CC1B1OC(C(O1)(C)C)(C)C)O